1-(4-((3-chloro-1H-pyrrolo[2,3-b]pyridin-4-yl)oxy)-2-fluorophenyl)-3-(4-((4-isopropyl-piperazin-1-yl)methyl)-3-(trifluoromethyl)phenyl)urea ClC1=CNC2=NC=CC(=C21)OC2=CC(=C(C=C2)NC(=O)NC2=CC(=C(C=C2)CN2CCN(CC2)C(C)C)C(F)(F)F)F